methyl (2R,4R,6R)-6-aminospiro[3.3]heptane-2-carboxylate hydrochloride Cl.NC1CC2(CC(C2)C(=O)OC)C1